N-(4-(Cyanomethyl)phenyl)-2-isopropyl-5,5-dimethylcyclohexancarboxamid (S)-2-oxo-4-[3-(trifluoromethyl)phenyl]-3-pyrrolidinecarboxylate O=C1NCC([C@@H]1C(=O)O)C1=CC(=CC=C1)C(F)(F)F.C(#N)CC1=CC=C(C=C1)NC(=O)C1C(CCC(C1)(C)C)C(C)C